6-chloro-7-(2-fluoro-6-hydroxyphenyl)-1-((1-methylcyclopropyl)methyl)-4-((2S)-2-methyl-4-(2-propenoyl)-1-piperazinyl)pyrido[2,3-d]pyrimidin-2(1H)-one ClC1=CC2=C(N(C(N=C2N2[C@H](CN(CC2)C(C=C)=O)C)=O)CC2(CC2)C)N=C1C1=C(C=CC=C1O)F